Di-Lithium Hydrogen Phosphate P(=O)(O)([O-])[O-].[Li+].[Li+]